1-(cyanomethyl)tetrahydro-1H-thiophen-1-ium bromide [Br-].C(#N)C[S+]1CCCC1